ClC1=C(C=C(C=C1)N1CC2(CC2C1)C#CC1=NC=CC=C1)F 3-(4-chloro-3-fluorophenyl)-1-(pyridin-2-ylethynyl)-3-azabicyclo[3.1.0]hexane